FC(COC(=O)N1[C@H]([C@]2(CCN(C(N2)=O)C)CCC1)COC1CCC(CC1)C1=CC=CC=C1)F |o1:7,8| 2,2-difluoroethyl-rel-(6R,7R)-3-methyl-2-oxo-7-({[(1s,4s)-4-phenylcyclohexyl]oxy} methyl)-1,3,8-triazaspiro[5.5]undecane-8-carboxylate